N-((3S)-7-(3,6-diazabicyclo[3.1.1]heptan-3-yl)chroman-3-yl)-3-amino-6-methylthieno[2,3-b]pyridine-2-carboxamide C12CN(CC(N1)C2)C2=CC=C1C[C@@H](COC1=C2)NC(=O)C2=C(C=1C(=NC(=CC1)C)S2)N